(R)-3-Ethyl-1,4-diphenyl-monophenyl-1,4,5,7-tetrahydro-6H-pyrazolo[3,4-b]pyridin-6-one C(C)C1=NN(C=2N(C(C[C@@H](C21)C2=CC=CC=C2)=O)C2=CC=CC=C2)C2=CC=CC=C2